FC1=CC=C(CNC(C2=CC(=C(C=C2)N2CCC(CC2)C)NS(=O)(=O)C2=CC=C(C=C2)C)=O)C=C1 N-(4-fluorobenzyl)-3-((4-methylphenyl)sulphonamido)-4-(4-methylpiperidin-1-yl)benzamide